ClC1=C(C(=O)NC2CCCC2)C=CC(=C1)C(C)NC1=NC=CC(=N1)N1C(N(C([C@@H]1C(C)C)=O)C)=O 2-chloro-N-cyclopentyl-4-(1-((4-((S)-5-isopropyl-3-methyl-2,4-dioxoimidazolidin-1-yl)pyrimidin-2-yl)amino)ethyl)benzamide